N-(1-octylnonyl)dithieno[3,2-b:2',3'-d]pyrrole C(CCCCCCC)C(CCCCCCCC)N1C2=C(C3=C1C=CS3)SC=C2